2-((4-(difluoromethoxy)benzyl)thio)-1-(3-fluorophenyl)-4-phenyl-1H-imidazole FC(OC1=CC=C(CSC=2N(C=C(N2)C2=CC=CC=C2)C2=CC(=CC=C2)F)C=C1)F